C(C1=CC=CC=C1)N1CC(CCC1)C1=CC=NC=2N1N=C(C2)N(CCNC)C N1-(7-(1-Benzylpiperidin-3-yl)pyrazolo[1,5-a]pyrimidin-2-yl)-N1,N2-dimethylethane-1,2-diamine